COCCOC=1C=C(C[C@H]2N(CCCCC2)C2=NC(=CC(N2)=O)N2C[C@H](OCC2)C)C=CC1 2-((S)-2-(3-(2-methoxyethoxy)benzyl)azepan-1-yl)-6-((R)-2-methylmorpholino)pyrimidin-4(3H)-one